CC=1C(=C2C=CNC2=C(C1)C)C[C@H]1[C@@H](C[C@H](CC1)OCC)C1=CC=C(C(=O)O)C=C1 4-((1R,2S,5S)-2-((5,7-dimethyl-1H-indol-4-yl)methyl)-5-ethoxycyclohexyl)benzoic acid